BrC=1C(=NC(=NC1)Cl)NC1=C(C=CC=C1)S(=O)(=O)NCC1CC1 (2-((5-bromo-2-chloropyrimidin-4-yl)amino)phenyl)-N-cyclopropylmethylsulfonamide